O1C(=CC=C1)C(=O)OC(=O)CCCCCCCCCCCC.[Na] sodium dodecyl-carbonyl furan-2-carboxylate